N-(4-methoxy-3-nitrophenyl)-5-(3,4,5-trimethoxyphenyl)-[1,2,4]triazolo[1,5-c]pyrimidin-2-amine COC1=C(C=C(C=C1)NC1=NN2C(=NC=CC2=N1)C1=CC(=C(C(=C1)OC)OC)OC)[N+](=O)[O-]